CN1N=C(C=C1C)NC1=NC=C(C(=N1)C1=CNC2=C(C(=CC=C12)N(C)C)NC(C)=O)C N-(3-(2-((1,5-dimethyl-1H-pyrazol-3-yl)amino)-5-methylpyrimidin-4-yl)-6-(dimethylamino)-1H-indol-7-yl)acetamide